C1(CC1)C1=C(C=CC(=C1)C(CC)=O)C1=CC=C(C=C1)F 1-(2-Cyclopropyl-4'-fluoro-[1,1'-biphenyl]-4-yl)propan-1-one